COC(=O)C1=CC2=CN(N=C2C=C1)CC1=CC=C(C=C1)OC 2-(4-Methoxybenzyl)-2H-indazole-5-carboxylic acid methyl ester